CC1=C(C(=CC=C1)C)C1=NC(=NC(=C1)OC[C@@H](CC(C)C)NC1CC2(CC2)C1)NS(=O)(=O)C=1C=C(C(=O)O)C=CC1 3-[[4-(2,6-dimethylphenyl)-6-[(2R)-4-methyl-2-(spiro[2.3]hexane-5-ylamino)pentoxy]pyrimidin-2-yl]sulfamoyl]benzoic acid